1-((1-methyl-5-(trifluoromethyl)-1H-pyrazol-4-yl)sulfonyl)piperidin CN1N=CC(=C1C(F)(F)F)S(=O)(=O)N1CCCCC1